OC(CONC(=O)C1=CC2=C(N=CN2C)C(=C1NC1=C(C=C(C=C1)Br)Cl)F)CO 6-(4-bromo-2-chloro-phenylamino)-7-fluoro-3-methyl-3H-benzimidazole-5-carboxylic acid (2,3-dihydroxy-propoxy)-amide